cyanomethyl rac-2-[2-[2-bromo-4-fluoro-5-[3-methyl-2,6-dioxo-4-(trifluoromethyl)pyrimidin-1-yl]phenoxy]phenoxy]-2-methoxy-acetate BrC1=C(OC2=C(O[C@H](C(=O)OCC#N)OC)C=CC=C2)C=C(C(=C1)F)N1C(N(C(=CC1=O)C(F)(F)F)C)=O |r|